C(C1=CC=CC=C1)OC(=O)N1CCN(CC1)C1CC2(CN(C2)C(=O)OC(C)(C)C)C1 tert-butyl 6-(4-benzyloxycarbonylpiperazin-1-yl)-2-azaspiro[3.3]heptane-2-carboxylate